4-benzyloxy-6,7-dichloro-1H-indole C(C1=CC=CC=C1)OC1=C2C=CNC2=C(C(=C1)Cl)Cl